FC=1C=CC(=C(C1)[C@@H](NC(C1=CC(=CC(=C1)C1=NC=C(C=N1)N1CCCCC1)C)=O)C=1NC2=CC=CC=C2C1)O N-[(R)-(5-fluoro-2-hydroxy-phenyl)-(1H-indol-2-yl)methyl]-3-methyl-5-[5-(1-piperidyl)pyrimidin-2-yl]benzamide